FC1=C(C=CC(=C1)F)C1=CC(=C(C=C1)OC)NC1=NC=NC2=CC(=C(C=C12)NC(/C(=C/[C@@H]1N(CCC1)C)/F)=O)OC (R,Z)-N-(4-((2',4'-difluoro-4-methoxy-[1,1'-biphenyl]-3-yl)amino)-7-methoxy-quinazolin-6-yl)-2-fluoro-3-(1-methyl-pyrrolidin-2-yl)acrylamide